COC1=CC=C(C=C1)C1=CC=C(S1)CC(=O)NCCN1CCOCC1 2-(5-(4-Methoxyphenyl)thiophen-2-yl)-N-(2-morpholinoethyl)acetamid